BrC=1C=C(C=C2C(N(C(=NC12)N1CCC(CC1)(F)F)C)=O)C(F)(F)F 8-bromo-2-(4,4-difluoropiperidin-1-yl)-3-methyl-6-(trifluoromethyl)quinazolin-4(3H)-one